P(=O)([O-])(O)OCC[N+](C)(C)C phospho-choline